methyl 1-((5-amino-6-methylpyridin-2-yl)carbamoyl)piperidine-4-carboxylate NC=1C=CC(=NC1C)NC(=O)N1CCC(CC1)C(=O)OC